6-methyl-5,8-dioxo-2,3,5,6,7,8-hexahydrobenzo[b][1,4]dioxine-6-sulfonic acid CC1(C(C2=C(OCCO2)C(C1)=O)=O)S(=O)(=O)O